FC1=CC=C(C=C1)[C@H](C(=O)NC1=CC=C(C=C1)C=1C=CC=2N(C1)N=C(N2)NC2=C(C=C(C=C2)S(=O)(=O)C)OC)C (2R)-2-(4-fluorophenyl)-N-[4-[2-(2-methoxy-4-methylsulfonyl-anilino)-[1,2,4]triazolo[1,5-a]pyridin-6-yl]phenyl]propanamide